3-benzyl-1-(trans-4-((5-cyanopyridin-2-yl)amino)cyclohexyl)-1-(3'-fluorobiphenyl-4-yl)urea C(C1=CC=CC=C1)NC(N(C1=CC=C(C=C1)C1=CC(=CC=C1)F)[C@@H]1CC[C@H](CC1)NC1=NC=C(C=C1)C#N)=O